neopentanone C(C(C)(C)C)=O